C1NCC12CC(C2)N2N=CC(=C2)C=2C=C1N(N=CC=C1N1C([C@]([C@@H](C1)C)(C#N)C1CC1)=O)C2 (3R,4S)-1-(6-(1-(2-azaspiro[3.3]heptan-6-yl)-1H-pyrazol-4-yl)pyrrolo[1,2-b]pyridazin-4-yl)-3-cyclopropyl-4-methyl-2-oxopyrrolidine-3-carbonitrile